N[C@@H]1CN(CC[C@H]1F)C1=NC2=C(N1CC(=O)N(CC=1C=NC=CC1)CCO)C=C(C(=C2)F)F 2-(2-((3R,4R)-3-Amino-4-fluoropiperidin-1-yl)-5,6-difluoro-1H-benzo[d]imidazol-1-yl)-N-(2-hydroxyethyl)-N-(pyridin-3-ylmethyl)acetamid